BrC=1C=C(C(=NC1)OCCC(C)N(C)C)NS(=O)(=O)C N-(5-Bromo-2-(3-(dimethylamino)butoxy)pyridin-3-yl)methanesulfonamide